2-(N-methylmethylsulfonamido)-N-(4-((4-(pyridazin-3-yl)piperazin-1-yl)sulfonyl)phenyl)benzamide CN(S(=O)(=O)C)C1=C(C(=O)NC2=CC=C(C=C2)S(=O)(=O)N2CCN(CC2)C=2N=NC=CC2)C=CC=C1